3-(5-(difluoromethyl)-1,3,4-thiadiazol-2-yl)-N-(3-(difluoromethyl)oxetan-3-yl)-8-(4-isobutyrylpiperazin-1-yl)imidazo[1,5-a]pyridine-6-sulphonamide FC(C1=NN=C(S1)C1=NC=C2N1C=C(C=C2N2CCN(CC2)C(C(C)C)=O)S(=O)(=O)NC2(COC2)C(F)F)F